O=C1NC(CCC1N1C(C2=CC=C(C=C2C1=O)N1CCC2(CCN(CC2)C2CCN(CC2)C2=CC=C(C=C2)[N+](=O)[O-])CC1)=O)=O 2-(2,6-dioxo-3-piperidyl)-5-[3-[1-(4-nitrophenyl)-4-piperidyl]-3,9-diazaspiro[5.5]undecan-9-yl]isoindoline-1,3-dione